8-[bis(mercaptomethylthio)methyl]-3,4,12,13-tetrakis(mercaptomethyl-thio)-1,15-dimercapto-2,5,7,9,11,14-hexathiapentadecane SCSC(C(SCSC(C(SCS)SCS)SCS)SCSC(C(SCS)SCS)SCS)SCS